C1(=CC=CC=C1)C1(CC=C(C=C1)C1=CC=C(C=C1)N(C=1C=CC=2N(C3=CC=CC=C3C2C1)C1=CC=CC=C1)C1=CC=CC=C1)NC=1C=CC=2N(C3=CC=CC=C3C2C1)C1=CC=CC=C1 4,N4'-Diphenyl-N4,N4'-bis(9-phenyl-9H-carbazol-3-yl)-[1,1'-biphenyl]-4,4'-diamine